3-(5-(3,8-diazabicyclo[3.2.1]octan-8-yl)-7-fluoro-1-oxoisoindoline-2-yl)piperidine C12CNCC(CC1)N2C=2C=C1CN(C(C1=C(C2)F)=O)C2CNCCC2